C12(CC(C1)C2)N2N=CC(=C2)N2N=CC1=CC(=C(C=C21)[C@@H]2[C@H](CN(CC2)C2CS(C2)(=O)=O)F)Cl |o1:19| (R,R or S,S)-3-(4-(1-(1-(bicyclo[1.1.1]pentan-1-yl)-1H-pyrazol-4-yl)-5-chloro-1H-indazol-6-yl)-3-fluoropiperidin-1-yl)thietane 1,1-dioxide